(2-fluorophenyl)-N2-((S)-4-methyl-1-oxo-1-(((S)-1-oxo-3-((S)-2-oxopyrrolidin-3-yl)propan-2-yl)amino)pentan-2-yl)oxalamide FC1=C(C=CC=C1)NC(C(=O)N[C@H](C(N[C@H](C=O)C[C@H]1C(NCC1)=O)=O)CC(C)C)=O